C12C=C(CC(CC1)N2)C2=NC(=NC1=CC(=CC=C21)C2=CC(=CC1=CC=CC=C21)O)OC[C@]21CCCN1C[C@@H](C2)F 4-((8-Azabicyclo[3.2.1]oct-2-en-3-yl)-2-(((2R,7aS)-2-fluorotetrahydro-1H-pyrrolizin-7a(5H)-yl)methoxy)quinazolin-7-yl)naphthalen-2-ol